2,3,4,5-tetramethyl-2,4-cyclopentadien CC=1CC(=C(C1C)C)C